3-(6-bromo-4-isoquinolyl)-6-(2-chloro-5-methoxy-phenyl)-1H-thieno[3,2-d]pyrimidine-2,4-dione BrC=1C=C2C(=CN=CC2=CC1)N1C(NC2=C(C1=O)SC(=C2)C2=C(C=CC(=C2)OC)Cl)=O